C(C1=CC=CC=C1)OC1CC(C1)(O)C=1C(=NC=CC1)OC(F)(F)F (1s,3s)-3-(benzyloxy)-1-(2-(trifluoromethoxy)pyridin-3-yl)cyclobutanol